bismuth Thiophosgene C(=S)(Cl)Cl.[Bi]